butyric acid 3-(2-(dipropylamino) ethyl)-1H-indol-7-yl ester C(CC)N(CCC1=CNC2=C(C=CC=C12)OC(CCC)=O)CCC